FC1(CC(C1)C1=NN(C(=C1C1(CCC1)C)NC(OC(CF)CF)=O)C)F 1,3-difluoropropan-2-yl (3-(3,3-difluorocyclobutyl)-1-methyl-4-(1-methylcyclobutyl)-1H-pyrazol-5-yl)carbamate